(S)-3-((1R,3R)-1-(2,6-difluoro-4-(2-(3-(fluoromethyl)azetidin-1-yl)ethoxy)phenyl)-3-methyl-3,4-dihydro-1H-pyrido[3,4-b]indol-2(9H)-yl)-2-fluoropropan-1-ol FC1=C(C(=CC(=C1)OCCN1CC(C1)CF)F)[C@H]1N([C@@H](CC2=C1NC1=CC=CC=C21)C)C[C@@H](CO)F